tert-butyl 3-[3-[4-(difluoromethoxy)-3-(1-methyl-4-[pyrazolo[1,5-a]pyrimidine-3-amido]-1H-pyrazol-3-yl)phenoxy]phenyl]-3-hydroxyazetidine-1-carboxylate FC(OC1=C(C=C(OC=2C=C(C=CC2)C2(CN(C2)C(=O)OC(C)(C)C)O)C=C1)C1=NN(C=C1NC(=O)C=1C=NN2C1N=CC=C2)C)F